3-(4-((4-((4'-fluoro-5,5-dimethyl-3,4,5,6-tetrahydro-[1,1'-biphenyl]-2-yl)methyl)piperazin-1-yl)methyl)-1-oxoisoindolin-2-yl)piperidine-2,6-dione FC1=CC=C(C=C1)C1=C(CCC(C1)(C)C)CN1CCN(CC1)CC1=C2CN(C(C2=CC=C1)=O)C1C(NC(CC1)=O)=O